6-bromo-5-{3-fluoro-4-[(4-methylpyrimidin-2-yl)oxy]phenyl}-7-{[2-(trimethylsilyl)ethoxy]methyl}-7H-pyrrolo[2,3-d]pyrimidin-4-amine BrC1=C(C2=C(N=CN=C2N)N1COCC[Si](C)(C)C)C1=CC(=C(C=C1)OC1=NC=CC(=N1)C)F